(R)-13-(benzyloxy)-2-((benzyloxy)carbonyl)-13-oxo-2-undecyltridec-4-enoic acid C(C1=CC=CC=C1)OC(CCCCCCCC=CC[C@@](C(=O)O)(CCCCCCCCCCC)C(=O)OCC1=CC=CC=C1)=O